NCC1=CC(=C(C(=C1)C)NC(=O)C1=CC2=C(OCCC3=C2SC=C3)C=C1C=1C(=NC(=CC1)C(=O)N1C(CCC1)C1=CC=CC=C1)C(=O)O)C 3-(9-((4-(aminomethyl)-2,6-dimethylphenyl)carbamoyl)-4,5-dihydrobenzo[b]thieno[2,3-d]oxepin-8-yl)-6-(2-phenylpyrrolidine-1-carbonyl)picolinic acid